2-methylpropyl(ditetradecanoxymethylsilane) CC(C[SiH2]C(OCCCCCCCCCCCCCC)OCCCCCCCCCCCCCC)C